methyl 4-amino-1-(2,6-dichloro-4-(methoxymethyl)phenyl)-6-oxo-1,6-dihydropyrimidine-5-carboxylate NC=1N=CN(C(C1C(=O)OC)=O)C1=C(C=C(C=C1Cl)COC)Cl